(4-methylpiperazin-1-yl)quinoxalin-6-amine CN1CCN(CC1)C1=NC2=CC=C(C=C2N=C1)N